C1(CC1)C=1C=C2C(=C(C(N(C2=CC1)C)=O)C=1C=2C=CC=NC2C(=CC1)C[C@@H](C(=O)O)NC(C1=C(C=CC=C1Cl)Cl)=O)C (S)-3-(6-cyclopropyl-1,4-dimethyl-2-oxo-1,2-dihydro-[3,5'-biquinoline]-8'-yl)-2-(2,6-dichlorobenzoylamino)propionic acid